NC1=C2N=CN(C2=NC(=N1)Cl)[C@H]1[C@@H]([C@@]([C@H](O1)COC(C(=O)O)(CC#C)C=1N=CSC1)(O)C#C)O 2-(((2R,3S,4R,5R)-5-(6-amino-2-chloro-9H-purin-9-yl)-3-ethynyl-3,4-dihydroxytetrahydrofuran-2-yl)methoxy)-2-(thiazol-4-yl)pent-4-ynoic acid